N-((7R)-2-cyano-2-azabicyclo[2.2.1]heptan-7-yl)-4-(4-phenoxypyridin-3-yl)benzamide C(#N)N1C2CCC(C1)[C@H]2NC(C2=CC=C(C=C2)C=2C=NC=CC2OC2=CC=CC=C2)=O